(5-acrylamido-2,4-difluorophenyl)boronic acid C(C=C)(=O)NC=1C(=CC(=C(C1)B(O)O)F)F